benzyl 4-((methylsulfonyl)oxy)-piperidine-carboxylate CS(=O)(=O)OC1CCN(CC1)C(=O)OCC1=CC=CC=C1